2-((4-butylphenyl)sulfonamido)-5-(4-((4-((4-butylphenyl)sulfonamido)-3-carboxyphenyl)amino)-4-oxobutanamido)nicotinic acid C(CCC)C1=CC=C(C=C1)S(=O)(=O)NC1=C(C(=O)O)C=C(C=N1)NC(CCC(=O)NC1=CC(=C(C=C1)NS(=O)(=O)C1=CC=C(C=C1)CCCC)C(=O)O)=O